5-chloro-2-(pyridin-3-yl)-pyridin-3-yl 3-[4-(2-aminothiazol-4-yl)-1H-1,2,3-triazol-1-yl]-3-deoxy-2-O-methyl-1-thio-α-D-galactopyranoside NC=1SC=C(N1)C=1N=NN(C1)[C@@H]1[C@H]([C@@H](SC=2C(=NC=C(C2)Cl)C=2C=NC=CC2)O[C@@H]([C@@H]1O)CO)OC